CC1=C(C=CC2=C[Se]C=C21)C 4,5-dimethyl-benzo[c]selenophen